2-(((2-(dimethylamino)ethyl)amino)methylene)-4-fluoro-5-phenylcyclohexane-1,3-dione CN(CCNC=C1C(CC(C(C1=O)F)C1=CC=CC=C1)=O)C